CC1(OC2=C(C=C1)C=C(C=C2C2=CC(=CC=C2)C(F)(F)F)CCC(=O)NC2=CC=C(C=C2)O)C 3-{2,2-dimethyl-8-[3-(trifluoromethyl)phenyl]benzopyran-6-yl}-N-(4-hydroxyphenyl)propionamide